[Al+2].C(C(=C)C)(=O)[O-].C(C(=C)C)(=O)[O-].OCC(O)CO Glycerin dimethacrylate aluminum